C(C)(C)(C)C1=NOC(=C1)N 3-(tert-butyl)isoxazole-5-amine